Hydroxyhexyl Methacrylate C(C(=C)C)(=O)OCCCCCCO